3,3-dibromo-6-chloro-2-oxo-1-((2-(trimethylsilyl)ethoxy)methyl)-2,3-dihydro-1H-pyrrolo[2,3-b]pyridine-4-carboxylic acid methyl ester COC(=O)C=1C2=C(N=C(C1)Cl)N(C(C2(Br)Br)=O)COCC[Si](C)(C)C